1-amino-propane-1,2-diol NC(C(C)O)O